C(C)(C)C1=NOC(=N1)C1CCN(CC1)C1=CC=C2C(=N1)SC(=N2)C2=CC=C(C=C2)S(=O)(=O)C 3-isopropyl-5-(1-(2-(4-(methylsulfonyl)phenyl)thiazolo[5,4-b]pyridin-5-yl)piperidin-4-yl)-1,2,4-oxadiazol